C(CCCCCC)[Se]C1=CC=C(C=C1)C(CCN1CCOCC1)=O 1-(4-(heptylseleno)phenyl)-3-morpholinopropan-1-one